(S)-1-(4-chlorophenyl)-3-{[3-(6-morpholinopyridin-3-yl)-2-oxazolidinone-5-yl]methyl}urea ClC1=CC=C(C=C1)NC(=O)NC[C@H]1CN(C(O1)=O)C=1C=NC(=CC1)N1CCOCC1